C(#N)C=1C=C2C(=CNC2=CC1F)C=1C=C2C(=NC1)N(CC21CC1)C(=O)OC(C)(C)C tert-butyl 5-(5-cyano-6-fluoro-1H-indol-3-yl)spiro[2H-pyrrolo[2,3-b]pyridine-3,1'-cyclopropane]-1-carboxylate